CN(CCCNC(C1=CC=CC=C1)=O)C N-(3-(dimethylamino)propyl)benzamide